(2R)-2-(3-bromophenyl)pyrrolidine BrC=1C=C(C=CC1)[C@@H]1NCCC1